C1=NC=CC2=C(C=CC=C12)CCC(=O)N1C(O[C@@H]([C@@H]1C)C1=CC(=CC(=C1)C(F)(F)F)C)=O (4S,5R)-3-(3-isoquinolin-5-ylpropanoyl)-4-methyl-5-[3-methyl-5-(trifluoromethyl)phenyl]-1,3-oxazolidin-2-one